The molecule is a member of the class of catechins that is (+)-catechin in which the hydroxy group at position 3' has been replaced by a methoxy group. It is a metabolite of (+)-catechin, a major polyphenol found in several fruits and vegetables. It has a role as a plant metabolite. It is a catechin, a polyphenol and a monomethoxybenzene. It derives from a (+)-catechin. COC1=C(C=CC(=C1)[C@@H]2[C@H](CC3=C(C=C(C=C3O2)O)O)O)O